ClC=1C(=NC(=NC1)C1=C(C=CC=C1)C(C)C)NCC1=CC=C(C=C1)C=1N(C=C(N1)C(F)(F)F)C 5-Chloro-2-(2-isopropylphenyl)-N-(4-(1-methyl-4-(trifluoromethyl)-1H-imidazol-2-yl)benzyl)pyrimidin-4-amine